2-oxo-2-(1-((2-(trimethylsilyl)ethoxy)methyl)-1H-1,2,4-triazol-3-yl)ethyl (3S)-7-(6-amino-3-chloro-2-fluorophenyl)-5-oxo-1,2,3,5,8,8a-hexahydroindolizine-3-carboxylate NC1=CC=C(C(=C1C1=CC(N2[C@@H](CCC2C1)C(=O)OCC(C1=NN(C=N1)COCC[Si](C)(C)C)=O)=O)F)Cl